CC=1C=C(SC1C)C(=O)N[C@H]1CC[C@@H](N(C1)C(=O)OC(C)(C)C)C=1OC(=NN1)OCCOC(F)(F)F tert-butyl (2R,5S)-5-(4,5-dimethylthiophene-2-amido)-2-{5-[2-(trifluoromethoxy)ethoxy]-1,3,4-oxadiazol-2-yl}piperidine-1-carboxylate